C(CCCCCCC=CCCCCCC)C=1C=C(C=CC1)O 3-(8-pentadecenyl)-phenol